L-α-methylarginine C[C@](N)(CCCNC(N)=N)C(=O)O